7-(4-((benzyloxy)carbonyl)piperazin-1-yl)-6-fluoro-4-oxo-1-(tetrahydrofuran-2-yl)-1,4-dihydroquinoline C(C1=CC=CC=C1)OC(=O)N1CCN(CC1)C1=C(C=C2C(C=CN(C2=C1)C1OCCC1)=O)F